ClC=1C=C(C=CC1CC(C)C)C1=NC(=NO1)C1=CC=C(CN2CCC(CC2)(C(=O)O)CC2=C(C=CC=C2)F)C=C1 1-{4-[5-(3-Chloro-4-isobutyl-phenyl)-[1,2,4]oxadiazol-3-yl]-benzyl}-4-(2-fluoro-benzyl)-piperidine-4-carboxylic acid